(E)-but-2-enedioic acid dibutyl ester C(CCC)OC(\C=C\C(=O)OCCCC)=O